2-Chloro-N-{2-[4-(difluoromethyl)-1,3-thiazol-5-yl]-2-{4-[(6-methylpyridin-2-yl)oxy]piperidin-1-yl}ethyl}-6-fluorobenzamide ClC1=C(C(=O)NCC(N2CCC(CC2)OC2=NC(=CC=C2)C)C2=C(N=CS2)C(F)F)C(=CC=C1)F